N-acetyl-L-seryl-L-tyrosyl-L-seryl-L-norleucyl-L-α-glutamyl-L-histidyl-D-phenylalanyl-L-arginyl-L-tryptophylglycyl-L-lysyl-L-prolyl-L-valinamide C(C)(=O)N[C@@H](CO)C(=O)N[C@@H](CC1=CC=C(C=C1)O)C(=O)N[C@@H](CO)C(=O)N[C@@H](CCCC)C(=O)N[C@@H](CCC(O)=O)C(=O)N[C@@H](CC1=CNC=N1)C(=O)N[C@H](CC1=CC=CC=C1)C(=O)N[C@@H](CCCNC(N)=N)C(=O)N[C@@H](CC1=CNC2=CC=CC=C12)C(=O)NCC(=O)N[C@@H](CCCCN)C(=O)N1[C@@H](CCC1)C(=O)N[C@@H](C(C)C)C(=O)N